O1N=C(C2=C1CNCC2)O 4,5,6,7-tetrahydroisoxazolo(5,4-c)pyridinol